dimethyl-N'-(2-amino-4-(4-trifluoroethoxyphenyl)thiazol-5-yl-methyl)ethylenediamine CN(CCNCC1=C(N=C(S1)N)C1=CC=C(C=C1)OCC(F)(F)F)C